C(C)(C)(C)OC(=O)NC1(CCN(CC1)CCOC)C(=O)N[C@@H](C)C1=CC=C(C(=O)OC)C=C1 Methyl 4-[(1S)-1-[[4-(tert-butoxycarbonylamino)-1-(2-methoxyethyl)piperidine-4-carbonyl]amino]ethyl]benzoate